(R)-(2-ethoxypropyl)carbamic acid tert-butyl ester C(C)(C)(C)OC(NC[C@@H](C)OCC)=O